3-(3,5-difluorophenyl)-3-phenylpropionic acid methyl ester COC(CC(C1=CC=CC=C1)C1=CC(=CC(=C1)F)F)=O